ethyl 5-(benzyloxy)-2-(4-chlorobenzo[d]oxazol-2-yl)-6-methoxy-1,2,3,4-tetrahydroisoquinoline-3-carboxylate C(C1=CC=CC=C1)OC1=C2CC(N(CC2=CC=C1OC)C=1OC2=C(N1)C(=CC=C2)Cl)C(=O)OCC